NOCC(=O)NCCC1CCN(CC1)CC1=CC=C(CN2C3=NC(=NC(=C3NC2=O)NC(CCCCC)=O)OCCCC)C=C1 N-(9-(4-((4-(2-(2-(aminooxy)acetamido)ethyl)piperidin-1-yl)methyl)benzyl)-2-butoxy-8-oxo-8,9-dihydro-7H-purin-6-yl)hexanamide